2-[2-chloro-4-(6-cyclopropylmethoxy-pyridin-2-yl)-6-fluoro-phenoxymethyl]-cyclopropanecarboxylic acid ClC1=C(OCC2C(C2)C(=O)O)C(=CC(=C1)C1=NC(=CC=C1)OCC1CC1)F